(E)-1-(8-bromoquinolin-2-yl)-N-(2,6-diethylphenyl)ethane-1-imine BrC=1C=CC=C2C=CC(=NC12)\C(\C)=N\C1=C(C=CC=C1CC)CC